ClC=1N=C2C(=NC1C1(CC1)S(=O)(=O)N)N(C(=N2)C2=NC(=CC=C2)OCC)C2=C(C=NC=C2OC)OC (5-chloro-1-(3,5-dimethoxypyridin-4-yl)-2-(6-ethoxypyridin-2-yl)-1H-imidazo[4,5-b]pyrazin-6-yl)cyclopropanesulfonamide